O=C1N(CCC(N1)=O)C1=C2C=NN(C2=CC(=C1)F)C1CCN(CC1)CC1CCNCC1 4-((4-(4-(2,4-dioxotetrahydropyrimidin-1(2H)-yl)-6-fluoro-1H-indazol-1-yl)piperidin-1-yl)methyl)piperidin